5-fluoro-6-[5-[2-(2-hydroxyethoxy)ethoxy]pentoxy]pyridine-2-carbonitrile FC=1C=CC(=NC1OCCCCCOCCOCCO)C#N